CC=1SC=2N(C(C(=C(C2N1)N1C[C@@H]2CN(C[C@H]2C1)C1=NC=C(C=C1)OC(F)(F)F)C#N)=O)C 2,4-dimethyl-5-oxo-7-((3ar,6ar)-5-(5-(trifluoromethoxy)pyridin-2-yl)hexahydropyrrolo[3,4-c]pyrrol-2(1H)-yl)-4,5-dihydrothiazolo[5,4-b]pyridine-6-carbonitrile